O1C2=C(OCC1)C=C(C=C2)C(CCN2CCCC2)=O 1-(2,3-dihydrobenzo[b][1,4]dioxin-6-yl)-3-(pyrrolidin-1-yl)propan-1-one